N1N=C(C=C1)CC=1SC2=C(N(C=3C(N(N=CC32)CC=3N=C(SC3)N)=O)C)N1 2-((1H-pyrazol-3-yl)methyl)-6-((2-aminothiazol-4-yl)methyl)-4-methyl-4,6-dihydro-5H-thiazolo[5',4':4,5]pyrrolo[2,3-d]pyridazin-5-one